FC(S(=O)(=O)OC=1C2=C(OCCC1)C=C(C=C2)C(=O)OC)(F)F methyl 5-(((trifluoromethyl)sulfonyl)oxy)-2,3-dihydrobenzo[b]oxepine-8-carboxylate